((cyanomethylamino)methyl)biphenyl C(#N)CNCC1=C(C=CC=C1)C1=CC=CC=C1